1-(3-trimethoxysilylpropylaminopropyl)-1,1-dimethoxy-3,3,5,5,7,7,9,9,9-nonamethylpentasiloxane CO[Si](CCCNCCC[Si](O[Si](O[Si](O[Si](O[Si](C)(C)C)(C)C)(C)C)(C)C)(OC)OC)(OC)OC